(7-(2-(4-(6-fluorobenzothiophen-4-yl)piperazin-1-yl)ethyl)-2-oxo-3,4-dihydroquinoline-1(2H)-yl)methyl(2-hydroxyethyl)carbamate FC1=CC2=C(C=CS2)C(=C1)N1CCN(CC1)CCC1=CC=C2CCC(N(C2=C1)CN(C([O-])=O)CCO)=O